(R)-(1-hydroxy-3-methylbutan-2-yl)carbamic acid tert-butyl ester C(C)(C)(C)OC(N[C@@H](CO)C(C)C)=O